((1r,4r)-4-((5-(1-(2,2-difluoroethyl)-2-methyl-1H-imidazo[4,5-b]pyrazin-6-yl)-4-(methylamino)-7H-pyrrolo[2,3-d]pyrimidin-2-yl)amino)cyclohexyl)(pyrrolidin-1-yl)methanone FC(CN1C(=NC=2C1=NC(=CN2)C2=CNC=1N=C(N=C(C12)NC)NC1CCC(CC1)C(=O)N1CCCC1)C)F